COC(=O)C=1NC=CC(C1)=O 4-oxo-1,4-dihydropyridine-2-carboxylic acid methyl ester